FC1(C(=C(C(C1(F)F)(F)F)C1=C(SC(=C1)C1=CC=CC=C1)C)C1=C(SC(=C1)C1=CC=CC=C1)C)F 3,3'-(perfluorocyclopent-1-ene-1,2-diyl)bis(2-methyl-5-phenylthiophene)